COC1=CC=C(C(=O)F)C=C1 4-Meth-oxybenzoylfluorid